CC=1C=C(C=C(C1)C)C(/C=C(/C=O)\C)(CC=C(C)C)C (E)-4-(3,5-dimethylphenyl)-2,4,7-trimethyloct-2,6-dienal